C(C)(C)(C)OC(NC[C@H](CO[Si](C)(C)C(C)(C)C)S(=O)(=O)C1=C(C(=C(C=C1)I)C=1N=NN(N1)CC1=CC=C(C=C1)OC)S(N(CC1=CC=C(C=C1)OC)CC1=CC=C(C=C1)OC)(=O)=O)=O (R)-tert-butyl(2-((2-(N,N-bis(4-methoxybenzyl)sulfamoyl)-4-iodo-3-(2-(4-methoxybenzyl)-2H-tetrazol-5-yl)phenyl)sulfonyl)-3-((tertbutyldimethylsilyl)oxy)propyl)carbamate